8-(4-(1H-1,2,4-triazol-3-yl)phenyl)-6-(4-methoxyphenyl)-2-(2,2,2-trifluoroethylamino)pyrido[4,3-d]pyrimidin-7(6H)-one N1N=C(N=C1)C1=CC=C(C=C1)C=1C(N(C=C2C1N=C(N=C2)NCC(F)(F)F)C2=CC=C(C=C2)OC)=O